C(C)C1(CC=NO1)CC 5,5-diethyl-4,5-dihydroisoxazole